C1C(CC2=CC=CC=C12)NC1=NC=C(C=N1)C=1C(=NN(C1)CC(=O)OC(C)(C)C)C1=NC=CC=C1 tert-butyl 2-(4-{2-[(2,3-dihydro-1H-inden-2-yl)amino]pyrimidin-5-yl}-3-(pyridin-2-yl)-1H-pyrazol-1-yl)acetate